2-(5-bromo-2-nitro-phenyl)-1,3-dioxolane BrC=1C=CC(=C(C1)C1OCCO1)[N+](=O)[O-]